F[C@@H]1[C@]2(CC[C@@](C[C@@H]1OC=1N=CC(=NC1)C=1C=C3C=CN=CC3=CC1O)(N2)C)C 6-(5-(((1R,2R,3S,5S)-2-fluoro-1,5-dimethyl-8-azabicyclo[3.2.1]octan-3-yl)oxy)pyrazin-2-yl)isoquinolin-7-ol